5-(benzo[d]thiazol-5-yloxy)-2-fluoro-N-hydroxybenzoamidine S1C=NC2=C1C=CC(=C2)OC=2C=CC(=C(C(=N)NO)C2)F